cerium(IV) oxide cerium(III) [Ce+3].[O-2].[Ce+4]